N-(4-((7-cyano-1-methyl-2-((1-(methyl-d3)-2-oxo-5-(trifluoromethyl)-1,2-dihydropyridin-3-yl)amino)-1H-imidazo[4,5-b]pyridin-6-yl)oxy)pyridin-2-yl)acetamide C(#N)C1=C2C(=NC=C1OC1=CC(=NC=C1)NC(C)=O)N=C(N2C)NC=2C(N(C=C(C2)C(F)(F)F)C([2H])([2H])[2H])=O